C(C)[Si](C1=CC=C(C=C1)C(=C)C1=CC=CC=C1)(OCC)OCC 1-[4-(ethyldiethoxysilyl)phenyl]-1-phenylethylene